1-((1S,4S)-5-(4-((2,3-difluoro-4-(((S)-tetrahydrofuran-3-yl)methoxy)phenyl)amino)pyrido[3,2-d]pyrimidin-6-yl)-2,5-diazabicyclo[2.2.1]heptan-2-yl)prop-2-en-1-one FC1=C(C=CC(=C1F)OC[C@@H]1COCC1)NC=1C2=C(N=CN1)C=CC(=N2)N2[C@@H]1CN([C@H](C2)C1)C(C=C)=O